FC(CN1N=NC2=C1C=C(C=C2)C=2C=CN1N=C(N=C(C12)OC)N[C@H]1CC[C@H](CC1)NC(C)=O)F N-(cis-4-((5-(1-(2,2-Difluoroethyl)-1H-benzo[d][1,2,3]triazol-6-yl)-4-methoxypyrrolo[2,1-f][1,2,4]triazin-2-yl)amino)cyclohexyl)acetamide